COCCOC1=CC(N(C(=C1)C)C=1SC=C(N1)CC(=O)NCC(=O)O)=O (2-(2-(4-(2-methoxyethoxy)-6-methyl-2-oxopyridin-1(2H)-yl)thiazol-4-yl)acetyl)glycine